CC1C(CCCC1C)N(CCC#N)CCC#N 2,3-dimethyl-biscyanoethyl-cyclohexylamine